C(C)(C)(C)[Si](C)(C)OC=1C(=C2CC[C@@](OC2=C(C1C)C)(C)CC\C=C(\CC\C=C(\CCC1OC1(C)C)/C)/C)C tert-butyl-(((2R)-2-((3E,7E)-10-(3,3-dimethyloxiran-2-yl)-4,8-dimethyldeca-3,7-dien-1-yl)-2,5,7,8-tetramethylchroman-6-yl)oxy)dimethyl-silane